NC=1SC2=C(N1)C=C(C=C2)C=2C=C1C(N(C=NC1=CC2)CC2=CC=CC=C2)=O 6-(2-aminobenzo[d]thiazol-5-yl)-3-benzylquinazolin-4(3H)-one